5,7-dimethoxy-1'-hydroxy-carbonylethyl-3',3'-dimethylspiro[2H-1,4-benzoxazine-2,2'-indoline] COC1=CC(=CC2=C1N=CC1(N(C3=CC=CC=C3C1(C)C)CCC(=O)O)O2)OC